[Na].P(=O)(O)(O)OCCN O-phosphoethanolamine sodium salt